[N+](=O)([O-])C=1C=C2C(=NC1)N(C=C2)C(C)C 5-nitro-1-isopropyl-1H-pyrrolo[2,3-b]pyridine